Cl.ClC1=C(C2=C(N(C=N2)C/C=C/[C@H]2NCCC[C@@H]2O)C=C1)C (2R,3S)-2-((E)-3-(5-chloro-4-methyl-1H-benzo[d]imidazol-1-yl)prop-1-en-1-yl)piperidin-3-ol hydrochloride